ClC1=C(C=CC=C1)C1=CC=2NC(N(C(C2S1)=O)C=1C=NC=C2C=CC(=NC12)C)=O 6-(2-chlorophenyl)-3-(2-methyl-1,6-naphthyridin-8-yl)thieno[3,2-d]pyrimidine-2,4(1H,3H)-dione